7-(5-chloro-2-(2-(5-cyano-6-(4,4-difluorocyclohexyl)-2-methyl-4-oxopyrido[3,4-d]pyrimidin-3(4H)-yl)ethoxy)phenyl)thieno[3,2-b]pyridine-3-carboxylic acid ClC=1C=CC(=C(C1)C1=C2C(=NC=C1)C(=CS2)C(=O)O)OCCN2C(=NC1=C(C2=O)C(=C(N=C1)C1CCC(CC1)(F)F)C#N)C